ClC=1C=CC(=NC1)C=1N=C2N(C=CC=C2)C1CN1C2CN(C(C1)CC2)C(=O)C2=NC(=CC=C2F)OC (5-{[2-(5-chloropyridin-2-yl)imidazo[1,2-a]pyridin-3-yl]methyl}-2,5-diazabicyclo[2.2.2]oct-2-yl)(3-fluoro-6-methoxypyridin-2-yl)methanone